C(C)(C)(C)C=1C=C(C=C(C1O)C(C)(C)C)C(C(=O)N)(C)CCCCCCC(C(=O)N)(C)C1=CC(=C(C(=C1)C(C)(C)C)O)C(C)(C)C hexamethylenebis(3,5-di-tert-butyl-4-hydroxy-phenylpropionamide)